Cl.N[C@@H]1CN(CC1)C(C)=O (S)-1-(3-aminopyrrolidin-1-yl)ethan-1-one hydrochloride salt